3-(((R)-7-((2S,4R)-2-(3,5-Difluorophenyl)-4-(methylamino)piperidine-1-carbonyl)-7-azaspiro[4.5]decan-10-yl)methyl)-6-fluoroquinazolin-4(3H)-one FC=1C=C(C=C(C1)F)[C@H]1N(CC[C@H](C1)NC)C(=O)N1CC2(CCCC2)[C@@H](CC1)CN1C=NC2=CC=C(C=C2C1=O)F